BrC1=CC=CC(=N1)C1=CC(=NC(=C1)C)C 6-bromo-2',6'-dimethyl-2,4'-bipyridine